NC=1C=CC(=C(C1)C1=CC2=C(N=C(N=C2)NC=2C=NC(=CC2)C)C(N1C)=O)C 6-(5-amino-2-methylphenyl)-7-methyl-2-((6-methylpyridin-3-yl)amino)pyrido[3,4-d]pyrimidin-8(7H)-one